FC1=CC=C(CNC2=CC=C3C(=N2)CN(C3=O)CCNC(C)=O)C=C1 N-(2-(2-((4-fluorobenzyl)amino)-5-oxo-5,7-dihydro-6H-pyrrolo[3,4-b]pyridin-6-yl)ethyl)acetamide